(R)-2-(3-(4-amino-3-(2-fluoro-4-phenoxyphenyl)-2-oxo-2,3-dihydro-1H-imidazo[4,5-c]pyridin-1-yl)piperidine-1-carbonyl)-4-methyl-4-(4-(oxetan-3-yl)piperazin-1-yl)pent-2-enenitrile NC1=NC=CC2=C1N(C(N2[C@H]2CN(CCC2)C(=O)C(C#N)=CC(C)(N2CCN(CC2)C2COC2)C)=O)C2=C(C=C(C=C2)OC2=CC=CC=C2)F